(5S)-N-[(3S)-9-fluoro-2-oxo-5-phenyl-1,3-dihydro-1,4-benzodiazepine-3-yl]-2-(3-fluoropyridin-4-yl)-5-methyl-6,7-dihydro-5H-pyrazolo[5,1-b][1,3]Oxazine-3-carboxamide FC1=CC=CC=2C(=N[C@@H](C(NC21)=O)NC(=O)C=2C(=NN1C2O[C@H](CC1)C)C1=C(C=NC=C1)F)C1=CC=CC=C1